(6-(4-(2-(3,3,3-trifluoropropoxy)phenyl)piperidin-1-yl)-2-azaspiro[3.4]octan-2-yl)methanone FC(CCOC1=C(C=CC=C1)C1CCN(CC1)C1CC2(CN(C2)C=O)CC1)(F)F